FC=1C=C(C[B-](F)(F)F)C=CC1F.[K+] potassium (3,4-difluorobenzyl)trifluoroborate